tert-butyl (1S,4S)-5-benzyl-6-(hydroxymethyl)-2,5-diazabicyclo[2.2.1]heptane-2-carboxylate C(C1=CC=CC=C1)N1[C@@H]2CN([C@H](C1CO)C2)C(=O)OC(C)(C)C